FC1(CCC(CC1)C1=C(OC2(CC2)C(=O)NS(=O)(=O)C2=CC=CC(=N2)N2CC(C2)(C)NC(OC(C)(C)C)=O)C=C(C=C1)C)F Tert-butyl (1-(6-(N-(1-(2-(4,4-difluorocyclohexyl)-5-methylphenoxy)cyclopropane-1-carbonyl)sulfamoyl)pyridin-2-yl)-3-methylazetidin-3-yl)carbamate